4-vinyl-piperidine hydrochloride Cl.C(=C)C1CCNCC1